(2S,4R)-1-[(2S)-2-amino-3-methyl-butanoyl]-4-hydroxy-N-methyl-pyrrolidine-2-carboxamide hydrochloride Cl.N[C@H](C(=O)N1[C@@H](C[C@H](C1)O)C(=O)NC)C(C)C